N[C@@H]1C[C@@H](CC1)C(=O)NCCNC(C1=C(C=C(C=C1)NC=1C=2N(C=CN1)C(=CN2)C=2C(=NN(C2)CC#N)C(F)(F)F)CC)=O N-(2-((1R,3S)-3-aminocyclopentane-1-carboxamido)ethyl)-4-((3-(1-(cyanomethyl)-3-(trifluoromethyl)-1H-pyrazol-4-yl)imidazo[1,2-a]pyrazin-8-yl)amino)-2-ethylbenzamide